5-bromo-3-fluoro-2-nitro-N-(1,1,1-trifluoroprop-2-yl)aniline BrC=1C=C(C(=C(NC(C(F)(F)F)C)C1)[N+](=O)[O-])F